FC=1C=C2C=C(N=CC2=CC1)N 6-fluoroisoquinolin-3-amine